2-hydroxypropyl-trimethyl-ammonium formate salt C(=O)[O-].OC(C[N+](C)(C)C)C